1-(6-((1-(4-(Difluoromethyl)phenyl)-4-methyl-1H-1,2,3-triazol-5-yl)methoxy)pyridazine-3-yl)-N-phenylazetidine-3-carboxamide FC(C1=CC=C(C=C1)N1N=NC(=C1COC1=CC=C(N=N1)N1CC(C1)C(=O)NC1=CC=CC=C1)C)F